ClC=1C=C2CCC[C@]3(COC4=CC=C5[C@@](CC(N(CC\C=C/CCCCN(C3)C4=C5)C)=O)(C(=O)O)O)C2=CC1 (1S,6'Z,13'S)-6-CHLORO-13'-HYDROXY-10'-METHYL-11'-OXO-3,4-DIHYDRO-2H-SPIRO[NAPHTHALENE-1,20'-[18]OXA[1,10]DIAZATRICYCLO[12.7.2.017,22]TRICOSA[6,14,16,22]TETRAENE]-13'-CARBOXYLIC ACID